2-((3-chloro-2-methylphenyl)glycyl)-5,5-difluoro-N-(4-fluoro-4-(methylsulfonyl)-1-(2-oxopyrrolidin-3-yl)but-3-en-2-yl)-2-azabicyclo[2.2.2]octane-3-carboxamide ClC=1C(=C(C=CC1)NCC(=O)N1C2CC(C(C1C(=O)NC(CC1C(NCC1)=O)C=C(S(=O)(=O)C)F)CC2)(F)F)C